1-(5-(2-fluoro-6-methoxyphenyl)-1H-pyrazolo[3,4-c]pyridin-3-yl)-N-methyl-1H-imidazole-4-carboxamide FC1=C(C(=CC=C1)OC)C=1C=C2C(=CN1)NN=C2N2C=NC(=C2)C(=O)NC